((2,4-dioxo-1,3-diazaspiro[4.4]nonane-6-yl)methyl)-4'-fluoro-2'-(trifluoromethyl)-[1,1'-biphenyl]-4-sulfonamide O=C1NC2(C(N1)=O)C(CCC2)CC2=C(C=CC(=C2)S(=O)(=O)N)C2=C(C=C(C=C2)F)C(F)(F)F